sodium β-alanine NCCC(=O)O.[Na]